8-chloro-1-(2,6-dichlorophenyl)-5-(2-hydroxyethoxy)-2-methyl-1,6-naphthyridin-4(1H)-one ClC=1C=NC(=C2C(C=C(N(C12)C1=C(C=CC=C1Cl)Cl)C)=O)OCCO